5-OXO-HEPTANOIC ACID O=C(CCCC(=O)O)CC